2-bromo-1-(o-methoxyphenyl)ethan-1-one BrCC(=O)C1=C(C=CC=C1)OC